(((1,3,5-triazine-2,4,6-triyl)tris(3-hydroxybenzene-4,1-diyl))tris(oxy))tris(undecane-11,1-diyl) triacrylate C(C=C)(=O)OCCCCCCCCCCCOC1=CC(=C(C=C1)C1=NC(=NC(=N1)C1=C(C=C(C=C1)OCCCCCCCCCCCOC(C=C)=O)O)C1=C(C=C(C=C1)OCCCCCCCCCCCOC(C=C)=O)O)O